4-(3-benzyl-oxycyclobutoxy)pyridine 1-(2-fluorophenyl)-(S)-1-methoxypropyl-(S)-2-cyclohexylcarbamate FC1=C(C=CC=C1)[C@H]1[C@H](CCCC1)N(C(O)=O)C(CC)OC.C(C1=CC=CC=C1)OC1CC(C1)OC1=CC=NC=C1